(R)-2-amino-3-(4-((chloromethoxy)carbonyloxy)phenyl)propanoic acid N[C@@H](C(=O)O)CC1=CC=C(C=C1)OC(=O)OCCl